C(C1=CC=CC=C1)(=O)OCCC(C)C isoamyl benzoate